ClC=1C=C(C=NC1N1N=CC=N1)NC(=O)C=1C=NN(C1C(F)(F)F)C1=C(C=CC=C1)S(=O)(=O)C N-(5-chloro-6-(2H-1,2,3-triazol-2-yl)pyridin-3-yl)-1-(2-(methylsulfonyl)phenyl)-5-(trisFluoromethyl)-1H-pyrazole-4-carboxamide